FC1=CC=C(C(=O)N[C@@H](C)C2=NC=3CCCN(C3C=C2)C2=NC=NC=C2)C=C1 (S)-4-fluoro-N-(1-(5-(pyrimidin-4-yl)-5,6,7,8-tetrahydro-1,5-naphthyridin-2-yl)ethyl)benzamide